bromo-6-(3-methoxyphenyl)pyrazolo[1,5-a]pyridine BrC1=NN2C(C=CC(=C2)C2=CC(=CC=C2)OC)=C1